4-bromo-1-(trideuteriomethyl)-5-[4-(trifluoromethoxy)phenyl]pyrazole BrC=1C=NN(C1C1=CC=C(C=C1)OC(F)(F)F)C([2H])([2H])[2H]